tert-butyl (3R)-4-(6-(8-oxa-3-azabicyclo[3.2.1]oct-3-yl)-3-chloropyrazin-4-yl)-3-methylpiperazine-1-carboxylate C12CN(CC(CC1)O2)C2=CN(C(C=N2)Cl)N2[C@@H](CN(CC2)C(=O)OC(C)(C)C)C